4-((6-nitropyridin-3-yl)oxy)-[2,4'-bipyridyl]-2'-amine [N+](=O)([O-])C1=CC=C(C=N1)OC1=CC(=NC=C1)C1=CC(=NC=C1)N